5-{2-[2-(4-methoxyquinoline-8-sulfonamido)phenyl]ethynyl}pyridine-2-carboxylic acid COC1=CC=NC2=C(C=CC=C12)S(=O)(=O)NC1=C(C=CC=C1)C#CC=1C=CC(=NC1)C(=O)O